(R)-5-((1-(3-(difluoromethyl)-2-fluorophenyl)ethyl)amino)-N,N,7-trimethyl-2-(pyrrolidin-1-yl)-1,6-naphthyridine-3-carboxamide FC(C=1C(=C(C=CC1)[C@@H](C)NC1=C2C=C(C(=NC2=CC(=N1)C)N1CCCC1)C(=O)N(C)C)F)F